7-(5-fluoro-2-(((3S,4R)-3-hydroxytetrahydro-2H-pyran-4-yl)amino)pyrimidin-4-yl)-1-isopropyl-2-(((R)-2-methylmorpholino)methyl)quinolin-4(1H)-one FC=1C(=NC(=NC1)N[C@H]1[C@@H](COCC1)O)C1=CC=C2C(C=C(N(C2=C1)C(C)C)CN1C[C@H](OCC1)C)=O